BrC=1C=CC2=C(C(N(C(O2)=O)C2=C(C=C(C=C2)I)F)=O)C1 6-Bromo-3-(2-fluoro-4-iodophenyl)-1,3-benzoxazine-2,4-dione